BrC=1C=NN(C1C1=C(C=2C=C(C=NC2C=C1)I)C#N)C 6-(4-bromo-1-methyl-1H-pyrazol-5-yl)-3-iodoquinoline-5-carbonitrile